1,4-bis-[4-(3-acryloyloxy-propoxy)benzoyl-oxy]-2-methylbenzene C(C=C)(=O)OCCCOC1=CC=C(C(=O)OC2=C(C=C(C=C2)OC(C2=CC=C(C=C2)OCCCOC(C=C)=O)=O)C)C=C1